OCNCCO 2-((hydroxymethyl)amino)ethanol